N1N=CC(=C1)NC1=C(N=NC(=C1)Cl)C(=O)OC Methyl 4-((1H-pyrazol-4-yl)amino)-6-chloropyridazine-3-carboxylate